CN([C@H](CNC(=O)C1=CC2=NC(C(N=C2C=C1)=O)=O)C=1OC=CC1)C N-[(2R)-2-(dimethylamino)-2-(2-furyl)ethyl]-2,3-dioxo-quinoxaline-6-carboxamide